C12CN(CC(CC1)N2)C2=NC(=NC1=C(C(=C(C(=C21)OC)F)C2=C1C=NNC1=CC(=C2Cl)C)F)OC[C@]21CCCN1C[C@@H](C2)F 4-(3,8-diazabicyclo[3.2.1]octan-3-yl)-7-(5-chloro-6-methyl-1H-indazol-4-yl)-6,8-difluoro-2-(((2R,7aS)-2-fluorotetrahydro-1H-pyrrolizin-7a(5H)-yl)methoxy)-5-methoxyquinazoline